BrC=1C=C(C=CC1)Br (3-bromophenyl) bromide